2,6-Anhydro-7-O-[tert-butyl-(dimethyl)silyl]-1,3,4,5-tetradeoxy-3-[(trichloroacetyl)amino]-D-arabino-hept-4-enitol C(C)(C)(C)[Si](OC[C@@H]1C=C[C@H]([C@@H](C)O1)NC(C(Cl)(Cl)Cl)=O)(C)C